4-{trans-2-[3-(3-fluorophenyl)-1,2,4-thiadiazol-5-yl]cyclopropyl}benzenesulfonamide FC=1C=C(C=CC1)C1=NSC(=N1)[C@H]1[C@@H](C1)C1=CC=C(C=C1)S(=O)(=O)N